Ethyl (S)-2-(1-(4-(2-(5-((2-(methoxymethyl)pyrrolidin-1-yl)sulfonyl)-2,3-dioxoindolin-1-yl)acetamido)benzyl)-3,5-dimethyl-1H-pyrazol-4-yl)acetate COC[C@H]1N(CCC1)S(=O)(=O)C=1C=C2C(C(N(C2=CC1)CC(=O)NC1=CC=C(CN2N=C(C(=C2C)CC(=O)OCC)C)C=C1)=O)=O